COC1=CC=C(CC2=NC(=NC=C2N)N)C=C1 (4-methoxybenzyl)pyrimidine-2,5-diamine